C(C(=O)[O-])C.C(C(=O)[O-])C.[Ti+4] titanium (IV) diisopropanoate